The molecule is the hydrochloride salt of alosetron. It has a role as an antiemetic and a serotonergic antagonist. It contains an alosetron. [H+].CC1=C(N=CN1)CN2CCC3=C(C2=O)C4=CC=CC=C4N3C.[Cl-]